(3R,4S)-4-((5-chloropyridin-2-yl)sulfonyl)-3-hydroxy-3-(hydroxymethyl)pyrrolidine-1-Carboxylic acid tert-butyl ester C(C)(C)(C)OC(=O)N1C[C@]([C@H](C1)S(=O)(=O)C1=NC=C(C=C1)Cl)(CO)O